N4-(1-(tert-butylsulfinyl)indolin-7-yl)-5-chloro-N2-(2-methoxy-4-(4-(4-methylpiperazin-1-yl)piperidin-1-yl)phenyl)pyrimidine-2,4-diamine C(C)(C)(C)S(=O)N1CCC2=CC=CC(=C12)NC1=NC(=NC=C1Cl)NC1=C(C=C(C=C1)N1CCC(CC1)N1CCN(CC1)C)OC